O=C1NC(CCC1N1C(C2=CC=CC(=C2CC1=O)N1C[C@H](CC1)NC(=O)C1=NC=C(C=C1)N1CCN(CC1)CC=1C=NC=2C=C(C(NC2C1)=O)CC)=O)=O N-((3S)-1-(2-(2,6-dioxopiperidin-3-yl)-1,3-dioxoisoquinolin-5-yl)pyrrolidin-3-yl)-5-(4-((7-Ethyl-6-oxo-5,6-dihydro-1,5-naphthyridin-3-yl)methyl)piperazin-1-yl)pyridine-2-carboxamide